4-(2-(1H-1,2,4-triazole-1-carbonyl)-5-oxa-2,8-diazaspiro-[3.5]nonan-8-yl)-6-fluoro-7-(2-fluoro-6-hydroxyphenyl)-1-(2-isopropyl-4-methylpyridin-3-yl)-pyrido[2,3-d]pyrimidin-2(1H)-one N1(N=CN=C1)C(=O)N1CC2(C1)OCCN(C2)C=2C1=C(N(C(N2)=O)C=2C(=NC=CC2C)C(C)C)N=C(C(=C1)F)C1=C(C=CC=C1O)F